4-(1-(2-(dimethylamino)ethyl)-2-oxo-5-phenyl-1,2-dihydropyridin-4-yl)-6-methyl-2-(1-(trifluoromethyl)-1H-pyrazol-4-yl)-1,6-dihydro-7H-pyrrolo[2,3-c]pyridin-7-one formate C(=O)O.CN(CCN1C(C=C(C(=C1)C1=CC=CC=C1)C=1C2=C(C(N(C1)C)=O)NC(=C2)C=2C=NN(C2)C(F)(F)F)=O)C